C(C)(C)C1=C(NC2=CC=C(C=C12)C1CCN(CC1)C(CCN1CC2(COC2)C1)=O)C=1C=C(C=2N(C1)N=NN2)C 1-(4-(3-isopropyl-2-(8-methyltetrazolo[1,5-a]pyridin-6-yl)-1H-indol-5-yl)piperidin-1-yl)-3-(2-oxa-6-azaspiro[3.3]hept-6-yl)propan-1-one